Diamidophosphat P(=O)([O-])(N)N